trideca-8-en-5-one CCCCC(CCC=CCCCC)=O